C(C(=C)C)(=O)OCCOCCCC normal butoxyethyl methacrylate